CC1=C(OC=2CCC3=CN(N=C3C21)CC2=NC=CC=C2)C(=O)NC[C@H]2COCC2 8-Methyl-2-(pyridin-2-ylmethyl)-N-[(3S)-tetrahydrofuran-3-ylmethyl]-4,5-dihydro-2H-furo[2,3-g]indazol-7-carboxamid